N-(6-(1-(2-chloroethyl)-7-hydroxy-1H-pyrrolo[2,3-c]pyridin-3-yl)-1-(4-fluorobenzyl)-1H-indol-4-yl)methanesulfonamide ClCCN1C=C(C=2C1=C(N=CC2)O)C2=CC(=C1C=CN(C1=C2)CC2=CC=C(C=C2)F)NS(=O)(=O)C